C(=O)C1(C2=NCN([C@H]3[C@H](O)[C@H](O)[C@@H](CO)O3)C2=NC=N1)N 6-formyladenosine